1-ethoxy-1,1,2,3,3,3-hexafluoro-2-(trifluoromethyl)propane C(C)OC(C(C(F)(F)F)(C(F)(F)F)F)(F)F